(2S,4S)-2-(t-butoxycarbonylamino)-4-methylglutaronitrile C(C)(C)(C)OC(=O)N[C@H](C#N)C[C@@H](C#N)C